isobutyl-tris(dimethylamino)tin C(C(C)C)[Sn](N(C)C)(N(C)C)N(C)C